BrC=1C(=C(C[C@@H]2N(CC3(CC3)[C@@H]2NS(=O)(=O)C(F)F)C(=O)OC(C)(C)C)C=C(C1)F)F tert-butyl (6S,7S)-6-(3-bromo-2,5-difluorobenzyl)-7-((difluoromethyl)sulfonamido)-5-azaspiro[2.4]heptane-5-carboxylate